p-methylphenyl-phosphoryl dichloride CC1=CC=C(C=C1)P(=O)(Cl)Cl